COC(C1=C(C=C(C=C1)F)SCC1=CC=C(C=C1)OC)=O 4-fluoro-2-[(4-methoxyphenyl)methylsulfanyl]benzoic acid methyl ester